O[C@@H]1CC2=CC[C@H]3[C@@H]4CCC([C@@]4(C)CC[C@@H]3[C@]2(CC1)C)=O 3β-hydroxy-androst-5-en-17-one